C(CCC)C=1N(C=C(N1)C(F)F)CC1=NC=C(C=C1F)Cl 2-[[2-butyl-4-(difluoromethyl)imidazol-1-yl]methyl]-5-chloro-3-fluoro-pyridine